acrylaldehyde C(C=C)=O